C[C@@H]1N(CCC1)C(=O)[C@H]1N(CC2=CC=CC=C2C1)C(=O)OC(C)(C)C tert-butyl (3S)-3-{[(2S)-2-methylpyrrolidin-1-yl]carbonyl}-3,4-dihydro-1H-isoquinoline-2-carboxylate